(±)-2-ethoxy-3-(4'-aminophenyl)propionic acid C(C)O[C@@H](C(=O)O)CC1=CC=C(C=C1)N |r|